CC(CC)(C)C1=CC=C(C=C1)I 1-(1,1-dimethylpropyl)-4-iodo-benzene